N-(3-(2-aminoethyl)cyclobutyl)aniline NCCC1CC(C1)NC1=CC=CC=C1